C(C)C=1C(NC=2C=C(C=NC2C1)CN1CCC(=CC1)C=1C=NC(=CC1)C(=O)NC=1C=NN(C1)C)=O 1'-((7-Ethyl-6-oxo-5,6-dihydro-1,5-naphthyridin-3-yl)methyl)-N-(1-methyl-1H-pyrazol-4-yl)-1',2',3',6'-tetrahydro-[3,4'-bipyridine]-6-carboxamide